isopropyl-(9-fluorenyl)(1-indenyl)zirconium dichloride [Cl-].[Cl-].C(C)(C)[Zr+2](C1C=CC2=CC=CC=C12)C1C2=CC=CC=C2C=2C=CC=CC12